C(C1=CC(C(=O)OCC=C)=CC=C1)(=O)OCC=C 1,3-diallyl isophthalate